6-chloro-N4-[(3R)-1-methylpyrrolidin-3-yl]quinoline-3,4-diamine ClC=1C=C2C(=C(C=NC2=CC1)N)N[C@H]1CN(CC1)C